3-(1,1-difluoro-2-methylpropan-2-yl)isoxazol FC(C(C)(C)C1=NOC=C1)F